2-(2,4,6-triiodophenoxy)acetic acid IC1=C(OCC(=O)O)C(=CC(=C1)I)I